The molecule is a cholestanoid that is cholest-4-en-26-oic acid which is substituted at position 3 by an oxo group. It is a 3-oxo-Delta(4) steroid, a member of dafachronic acids and a C27-steroid. It is a conjugate acid of a Delta(4)-dafachronate. C[C@H](CCCC(C)C(=O)O)[C@H]1CC[C@@H]2[C@@]1(CC[C@H]3[C@H]2CCC4=CC(=O)CC[C@]34C)C